N-[2,6-bis(1-methylethyl)-4-phenoxyphenyl]-N'-(1,1-dimethylethyl)thiourea CC(C)C1=C(C(=CC(=C1)OC1=CC=CC=C1)C(C)C)NC(=S)NC(C)(C)C